2-[6-[[6-(trifluoromethyl)-3-pyridinyl]methyl]-2-azaspiro[3.4]octane-2-carbonyl]-7-oxa-2,5-diazaspiro[3.4]octan-6-one FC(C1=CC=C(C=N1)CC1CC2(CN(C2)C(=O)N2CC3(C2)NC(OC3)=O)CC1)(F)F